azobis(2-methylhexanenitrile) N(=NC(C#N)(CCCC)C)C(C#N)(CCCC)C